C(C1=CC=CC=C1)OC1=CC=C2C3=C(C(OC2=C1)=O)C=CC(=C3)Br 3-(Benzyloxy)-9-bromo-6H-benzo[c]chromen-6-one